C1(CC1)C1=CC=C(C=N1)C(C)N1C[C@@H](N(C[C@H]1CC)C=1C=2C(N(C(C1F)=O)C)=CN(N2)CC#N)CC 2-(7-((2S,5R)-4-(1-(6-cyclopropylpyridin-3-yl)ethyl)-2,5-diethylpiperazin-1-yl)-6-fluoro-4-methyl-5-oxo-4,5-dihydro-2H-pyrazolo[4,3-b]pyridin-2-yl)acetonitrile